C1(C=CC2=CC=CC=C12)[Ti](C1=CC=CC=C1)(C1=CC=CC=C1)C1C=CC2=CC=CC=C12 bis(indenyl)diphenyltitanium